sodium Thian S1CCCCC1.[Na]